methyl-5-((trimethylsilyl)ethynyl)pyridine CC1=NC=C(C=C1)C#C[Si](C)(C)C